5-(3,5-dichloro-2-pyridyl)-2-(2,6-dimethylphenyl)-3-(1H-indol-4-yl)-6,7-dihydro-4H-pyrazolo[4,3-c]pyridine ClC=1C(=NC=C(C1)Cl)N1CC=2C(CC1)=NN(C2C2=C1C=CNC1=CC=C2)C2=C(C=CC=C2C)C